C1(CCC1)NCC=1NC2=CC(=CC=C2C1)CNC(=O)C=1N=C2N(C(C1)=O)C=CC=C2 N-[[2-[(cyclobutylamino)methyl]-1H-indol-6-yl]methyl]-4-oxo-pyrido[1,2-a]pyrimidine-2-carboxamide